(S)-(-)-alpha-methylvaline CC(C)[C@@](C)(C(=O)O)N